3-[4-fluoro-4-(4-methyl-4H-1,2,4-triazol-3-yl)piperidin-1-yl]-2-{1H-[1,2,3]triazolo[4,5-b]pyridin-6-yl}pyridine-4-carbonitrile FC1(CCN(CC1)C=1C(=NC=CC1C#N)C=1C=C2C(=NC1)N=NN2)C2=NN=CN2C